N-(4-((2-amino-3-iodopyridin-4-yl)oxy)-3-fluorophenyl)-4-(4-fluorophenyl)-2-methyl-3,5-dioxo-2,3,4,5-tetrahydro-1,2,4-triazine-6-carboxamide NC1=NC=CC(=C1I)OC1=C(C=C(C=C1)NC(=O)C=1C(N(C(N(N1)C)=O)C1=CC=C(C=C1)F)=O)F